N-(4,5-Dimethoxy-2-((4-(2-(((1-methyl-1H-indazol-6-yl)methyl)(4-(pyridin-4-yl)benzyl)amino)ethyl)phenyl)carbamoyl)phenyl)-4-oxo-4H-chromene-2-carboxamide COC1=CC(=C(C=C1OC)NC(=O)C=1OC2=CC=CC=C2C(C1)=O)C(NC1=CC=C(C=C1)CCN(CC1=CC=C(C=C1)C1=CC=NC=C1)CC1=CC=C2C=NN(C2=C1)C)=O